ClC1=CC(=C(N=N1)C(=O)NC([2H])([2H])[2H])NC1=C(C(=CC=C1)C1=NN(C=N1)C)OC 6-chloro-4-((2-methoxy-3-(1-methyl-1H-1,2,4-triazol-3-yl)phenyl)amino)-N-(methyl-d3)pyridazine-3-formamide